(6-phenylhexyl)phenylboric acid C1(=CC=CC=C1)CCCCCCC1=C(C=CC=C1)OB(O)O